BrC1=CC=C(C=C1)C=1OCCN1 p-bromophenyl-oxazoline